[NH4+].N[N+](=O)[O-].N[N+](=O)[O-] dinitramide Ammonium